2-((2-(2,6-dioxopiperidin-3-yl)-6-fluoro-1-oxoisoindolin-5-yl)oxy)acetic acid O=C1NC(CCC1N1C(C2=CC(=C(C=C2C1)OCC(=O)O)F)=O)=O